BrC=1C=C2C(OCC=3C=C(N=CC3C=3C(=CC(=C(NS(C(C1O)=C2)(=O)=O)C3)C#N)F)OC)=O 13-bromo-21-fluoro-14-hydroxy-5-methoxy-10,16,16-trioxo-9-oxa-16λ6-thia-4,17-diazatetracyclo[16.3.1.111,15.02,7]tricosa-1(22),2(7),3,5,11,13,15(23),18,20-nonaene-19-carbonitrile